COC[C@@H](CNS(=O)(=O)C1=CC=C(C=C1)[N+](=O)[O-])NC (R)-N-(3-methoxy-2-(methylamino)propyl)-4-nitrobenzene-sulfonamide